N-(9-((2R,4S,5R)-4-((tert-butyldimethylsilyl)oxy)-5-(((tert-butyldimethylsilyl)oxy)methyl)tetrahydrofuran-2-yl)-6-oxo-6,9-dihydro-1H-purin-2-yl)isobutyramide [Si](C)(C)(C(C)(C)C)O[C@H]1C[C@@H](O[C@@H]1CO[Si](C)(C)C(C)(C)C)N1C=2N=C(NC(C2N=C1)=O)NC(C(C)C)=O